FC=1C=C2C(NN=C(C2=CC1F)C1=CC2=C(NC(=N2)NC(OCC)=O)C=C1)=O Ethyl (5-(6,7-difluoro-4-oxo-3,4-dihydrophthalazin-1-yl)-1H-benzimidazol-2-yl)carbamate